FC=1C=C(C=CC1)C1CCN(CC1)CC1=C(C2=C(C=CC(=NO2)O)C=C1)O 8-((4-(3-fluorophenyl)piperidin-1-yl)methyl)-3,9-dihydroxybenzo[5,6]oxazepin